hexahydro-[1,4]oxazepino[6,5-c]quinolin N1CCOCC2CN=C3C=CC=CC3=C21